FC=1C=C(C=CC1OC)C12CCC(CC1)(CC2)C=O 4-(3-Fluoro-4-methoxyphenyl)bicyclo[2.2.2]octane-1-carbaldehyde